(R)-5-(3,4-dimethylphenyl)-N-(1,1-dioxido-2,3-dihydrothiophen-3-yl)quinoline-8-carboxamide CC=1C=C(C=CC1C)C1=C2C=CC=NC2=C(C=C1)C(=O)N[C@H]1CS(C=C1)(=O)=O